1-N-[(1R)-1-(3,4-Dimethoxyphenyl)ethyl]-2-methyl-5-[(1S,4S)-5-methyl-2,5-diazabicyclo[2.2.1]heptan-2-yl]benzamide COC=1C=C(C=CC1OC)[C@@H](C)NC(C1=C(C=CC(=C1)N1[C@@H]2CN([C@H](C1)C2)C)C)=O